(R)-2-fluoro-N'-((1,2,3,5,6,7-hexahydro-s-indacen-4-yl)carbamoyl)-4-(1-((methylamino)methyl)cyclopropyl)benzenesulfonimidamide FC1=C(C=CC(=C1)C1(CC1)CNC)[S@@](=O)(N)=NC(NC1=C2CCCC2=CC=2CCCC12)=O